4,5-dichloro-2-((4-(hydroxymethyl)piperidin-1-yl)methyl)phenol ClC1=CC(=C(C=C1Cl)O)CN1CCC(CC1)CO